COC(=O)N1[C@H]([C@H](C[C@H]1C)N(S(=O)(=O)C)CC1=CC=C(C=C1)OC)CO[Si](CC)(CC)CC.NC1=CC(=C(C=C1)C1=C(C=C(C=C1)N)C(F)(F)F)C(F)(F)F 4,4'-diamino-2,2'-bis(trifluoromethyl)Biphenyl Methyl-(2R,3S,5R)-3-(N-(4-methoxybenzyl)methylsulfonamido)-5-methyl-2-(((triethylsilyl)oxy)methyl)pyrrolidine-1-carboxylate